C(OCCCOP(=O)(OCC1=CC=CC=C1)OCC1=CC=CC=C1)(OCCl)=O 3-((bis(benzyloxy)phosphoryl)oxy)propyl (chloromethyl) carbonate